methyl 2-(5-(methoxymethyl)-pyrazin-2-yl)-2-methylpropanoate COCC=1N=CC(=NC1)C(C(=O)OC)(C)C